N,N-diethyl-N-methyl-(2-methoxyethyl)ammonium tetrafluoroborate F[B-](F)(F)F.C(C)[N+](C)(CC)CCOC